O1C(=CC=C1)C1=CC(=NO1)C(=O)NC 5-(furan-2-yl)-N-methylisoxazole-3-carboxamide